6-chloro-N-ethyl-5-(piperazin-1-yl)picolinamide ClC1=C(C=CC(=N1)C(=O)NCC)N1CCNCC1